CC1([C@@H](NC(C1)=O)COC1=NC=CC2=CC(=C(C=C12)OC(C)C)C(=O)N)C 1-{[(2R)-3,3-dimethyl-5-oxopyrrolidin-2-yl]methoxy}-7-(propan-2-yloxy)isoquinoline-6-carboxamide